FC(C1(CC1)NC(OC(C)(C)C)=O)F tert-butyl (1-(difluoromethyl)cyclopropyl)carbamate